BrC1=CC=C(C=C1)N(C1=CC=C(C=C1)Br)C1=CC=C(C=O)C=C1 4-[N,N-bis(4-bromophenyl)amino]benzaldehyde